C(C)(C)(C)OC1=CC=C(C=C1)C1=CC(=CC=2CNS(OC21)(=O)=O)F 8-(4-tert-Butoxyphenyl)-6-fluoro-3,4-dihydrobenzo[e][1,2,3]oxathiazine 2,2-dioxide